N,N-bis(3-aminopropyl)-2-furanmethylamine NCCCN(CC=1OC=CC1)CCCN